(1RS,2SR)-2-pentylcyclopentanol C(CCCC)[C@@H]1[C@@H](CCC1)O |r|